CC=1C(=C(C(=C(C1C)C)CCC)C)C trimethyl-propanyl-xylene